CC(C(=O)OC=1C(=NN(C(C1C1=C(C(=CC=C1F)Cl)\C=C\C1=CC=C(C=C1)C1CC1)=O)C)C)C [5-[3-Chloro-2-[(E)-2-(4-cyclopropylphenyl)vinyl]-6-fluoro-phenyl]-1,3-dimethyl-6-oxo-pyridazin-4-yl] 2-methylpropanoate